C(=O)(O)CCC(C)(C)SSC(CCC(=O)O)(C)C 4-[(4-carboxy-2-methylbutan-2-yl)dithio]-4-methylpentanoic acid